Mono-tetradecylphosphate C(CCCCCCCCCCCCC)OP(=O)([O-])[O-]